C12(CC(C1)C2)C2=NN=C(S2)C2=NN(C(C=C2)=O)CC(=O)NCC 2-[3-(5-[bicyclo[1.1.1]pentan-1-yl]-1,3,4-thiadiazol-2-yl)-6-oxopyridazin-1-yl]-N-ethylacetamide